(S)-1-(3-methoxyazetidin-1-yl)-3-(4-(4-(1-(pent-3-yl)-1H-pyrazol-4-yl)pyrazolo[1,5-a]pyrazin-6-yl)-1H-pyrazol-1-yl)propan-2-ol COC1CN(C1)C[C@@H](CN1N=CC(=C1)C=1N=C(C=2N(C1)N=CC2)C=2C=NN(C2)C(CC)CC)O